methyl 5-((5-fluoro-2-morpholinobenzo[d]thiazol-4-yl)oxy)pentanoate FC=1C=CC2=C(N=C(S2)N2CCOCC2)C1OCCCCC(=O)OC